CO[Si](CCCOC1=CC(=C(C(=O)C2=CC=CC=C2)C=C1)O)(OC)OC 4-[gamma-(trimethoxysilyl)propoxy]-2-hydroxybenzophenone